trans-4-benzylpyrrolidine-1,3-dicarboxylic acid 1-tert-butyl ester C(C)(C)(C)OC(=O)N1C[C@H]([C@@H](C1)CC1=CC=CC=C1)C(=O)O